FC(S(=O)(=O)OC(=C)C1=NC=C(C=C1)Cl)(F)F 1-(5-chloropyridin-2-yl)vinyl trifluoromethanesulfonate